C(C)(C)(C)OC(=O)N1[C@H]([C@@H](C1)OC=1C=NC(=CC1)C(NC)=O)C (2S,3R)-2-methyl-3-{[6-(methylcarbamoyl)pyridin-3-yl]oxy}azetidine-1-carboxylic acid tert-butyl ester